4-CYANO-3-METHYLBENZALDEHYDE C(#N)C1=C(C=C(C=O)C=C1)C